2,4-difluoro-5-nitro-aniline FC1=C(N)C=C(C(=C1)F)[N+](=O)[O-]